Cl.N[C@@H](CS)C(=O)O (L)-cysteine hydrochloride